9-(4-chloro-2-fluoro-phenyl)-7-[(2R,4S)-2-(1-isopropyl-6-keto-3-pyridyl)tetrahydropyran-4-yl]-2,3-dimethyl-pyrazino[1,2-a]pyrimidin-4-one ClC1=CC(=C(C=C1)C1=NC(=CN2C1=NC(=C(C2=O)C)C)[C@@H]2C[C@@H](OCC2)C2=CN(C(C=C2)=O)C(C)C)F